(S)-5-amino-4-(5-(6-amino-5-cyano-3-cyclopropylpyridin-2-yl)-1-oxoisoindolin-2-yl)-5-oxopentanoic acid tert-butyl ester C(C)(C)(C)OC(CC[C@@H](C(=O)N)N1C(C2=CC=C(C=C2C1)C1=NC(=C(C=C1C1CC1)C#N)N)=O)=O